C[C@H]1N([C@H](CC1)C)C=1OC2=C(N1)C=CC(=C2)N2C=C(C(C=C2C2=CC=C(C=C2)N2CCCC2)=O)C(=O)O 1-(2-((2R,5S)-2,5-dimethylpyrrolidin-1-yl)benzo[d]oxazol-6-yl)-4-oxo-6-(4-(Pyrrolidin-1-yl)phenyl)-1,4-dihydropyridine-3-carboxylic acid